3-(1',2'-Dihydrospiro[cyclopropane-1,3'-pyrrolo[2,3-b]pyridin]-5'-yl)benzenesulfonamide N1CC2(C=3C1=NC=C(C3)C=3C=C(C=CC3)S(=O)(=O)N)CC2